C1=CC=CC=2SC3=CC=CC=C3N(C12)C1=CC=C2C(C=3C(=NC=4C=CC=CC4C3)C2=C1)=O 3-(10H-phenothiazin-10-yl)-11H-indeno[1,2-b]quinolin-11-one